tert-Butyl (3-cyano-5-fluoro-4-(8-fluoro-4-hydroxy-2-(methylthio)-6-(trifluoromethyl)quinazolin-7-yl)benzo[b]thiophen-2-yl)carbamate C(#N)C=1C2=C(SC1NC(OC(C)(C)C)=O)C=CC(=C2C2=C(C=C1C(=NC(=NC1=C2F)SC)O)C(F)(F)F)F